(rac)-((1s,3s)-3-Hydroxy-3-methylcyclobutyl)(6-(1-methyl-1H-indazol-5-yl)-2-azaspiro[3.4]octan-2-yl)methanone OC1(CC(C1)C(=O)N1CC2(C1)C[C@@H](CC2)C=2C=C1C=NN(C1=CC2)C)C |r|